4-(5-(3-hydroxypropyl)-3-(4-(methylsulfonyl)piperazin-1-yl)-2-oxopyrazin-1(2H)-yl)benzonitrile OCCCC=1N=C(C(N(C1)C1=CC=C(C#N)C=C1)=O)N1CCN(CC1)S(=O)(=O)C